C(C1=CC=CC=C1)OC1CC(C1)C=1C(=NC=CC1)Cl 3-(3-(benzyloxy)cyclobutyl)-2-chloropyridine